2,5-dimethyl-3-sulfo-1,4-phenylene ether CC1=C2C=C(C(=C1S(=O)(=O)O)O2)C